The molecule is an epoxy(hydroxy)icosatrienoic acid consisting of (5Z,8Z,14Z)-icosa-5,9,14-trienoic acid having additional (10R)-hydroxy- and (11S,12S)-epoxy groups. It derives from an all-cis-icosa-5,8,14-trienoic acid. It is a conjugate acid of a (10R)-hydroxy-(11S,12S)-epoxyicosa-(5Z,8Z,14Z)-trienoate. CCCCC/C=C\\C[C@H]1[C@@H](O1)[C@@H](/C=C\\C/C=C\\CCCC(=O)O)O